N-(3-((5-(4-chloro-3-fluorophenyl)-2-((1-methyl-1H-pyrazol-4-yl)amino)pyrimidin-4-yl)oxy)phenyl)acrylamide ClC1=C(C=C(C=C1)C=1C(=NC(=NC1)NC=1C=NN(C1)C)OC=1C=C(C=CC1)NC(C=C)=O)F